3-METHOXYPROPYL ISOCYANIDE COCCC[N+]#[C-]